3,4,5,6-tetrachloropyridine cyanide [C-]#N.ClC=1C=NC(=C(C1Cl)Cl)Cl